N-(4-(5-chloro-7-cyano-4-(2-methylpyrrolidin-1-yl)-1H-indazol-6-yl)benzyl)-5-fluoro-2-methoxybenzamide ClC=1C(=C2C=NNC2=C(C1C1=CC=C(CNC(C2=C(C=CC(=C2)F)OC)=O)C=C1)C#N)N1C(CCC1)C